COC1=C(C=C(C(=O)O)C=C1)S(NC1=C(C=CC(=C1)C(F)(F)F)N1CCC(CC1)C)(=O)=O 4-methoxy-3-(N-(2-(4-methylpiperidin-1-yl)-5-(trifluoromethyl)phenyl)sulfamoyl)benzoic acid